4-(3-iodo-4-methoxyphenyl)-5-(4-methoxynaphthalene-1-yl)isoxazole IC=1C=C(C=CC1OC)C=1C=NOC1C1=CC=C(C2=CC=CC=C12)OC